2-((2S)-1-Acryloyl-4-(2-fluoro-3-methyl-2'-(((S)-1-methylpyrrolidin-2-yl)methoxy)-5',8'-dihydro-6'H-spiro[indene-1,7'-quinazolin]-4'-yl)piperazin-2-yl)acetonitrile C(C=C)(=O)N1[C@H](CN(CC1)C1=NC(=NC=2CC3(CCC12)C(=C(C1=CC=CC=C13)C)F)OC[C@H]1N(CCC1)C)CC#N